C(#N)CC1=CC=C(C=C1)C1=CC(=CC=C1)S(=O)(=O)N1CCC2(CC(CO2)NC[C@@H](COC2=C(C=CC=C2)S(=O)(=O)NC)O)CC1 ((2S)-3-(8-(4'-(cyanomethyl)biphenyl-3-ylsulfonyl)-1-oxa-8-azaspiro[4.5]dec-3-ylamino)-2-hydroxypropoxy)-N-methylbenzenesulfonamide